2-(benzotriazol-1-yl)-N-[(3-chloro-2-fluoro-phenyl)methyl]-N-[4-(1H-imidazol-4-yl)phenyl]acetamide N1(N=NC2=C1C=CC=C2)CC(=O)N(C2=CC=C(C=C2)C=2N=CNC2)CC2=C(C(=CC=C2)Cl)F